(±)-(4aR,13bS)-10,11-dichloro-4-(cyclopropylmethyl)-1,2,3,4,4a,5,6,13b-octahydro-8H-[1,6]naphthyridino[5,6-b]quinazolin-8-one ClC=1C=C2C(N3C(=NC2=CC1Cl)[C@H]1CCCN([C@@H]1CC3)CC3CC3)=O |r|